FC1=C(C=CC(=C1)C1=CN=CO1)C[C@H]1NC[C@@H]([C@H]1O)O (2R,3S,4S)-2-{[2-fluoro-4-(1,3-oxazol-5-yl)phenyl]methyl}pyrrolidine-3,4-diol